C[N+]1(CCCC1)C N,N-Dimethyl-pyrrolidinium